N1=CC=CC2=C1N(C1=CC=CC=C21)CC2=CC=C(C(=O)NNCC)C=C2 4-((9H-pyrido[2,3-b]indol-9-yl)methyl)-N'-ethylbenzoic hydrazide